N-[[6-(3-Methylcyclopentoxy)-2-pyridyl]sulfonyl]-2-(2,2,4-trimethylpyrrolidin-1-yl)pyridin-3-carboxamid CC1CC(CC1)OC1=CC=CC(=N1)S(=O)(=O)NC(=O)C=1C(=NC=CC1)N1C(CC(C1)C)(C)C